2-(3-oxabicyclo[3.1.0]hex-6-yl)-6-iodo-7-isopropoxylimidazo[1,2-a]pyridine C12COCC2C1C=1N=C2N(C=C(C(=C2)OC(C)C)I)C1